ClC1=NC=C(C(=C1F)N1C(C(=C(C=C1C)[C@@H]1[C@H](C1)C=1C=NN(C1)C(F)F)Cl)=O)C 2',3-dichloro-4-((1S,2S)-2-(1-(difluoromethyl)-1H-pyrazol-4-yl)cyclopropyl)-3'-fluoro-5',6-dimethyl-2H-[1,4'-bipyridin]-2-one